C1=CC=CC=2C3=CC=CC=C3N(C12)NS(=O)(=O)C1=CC=C(C=C1)C N-(9H-carbazol-9-yl)-4-methylbenzenesulfonamide